1-(5Z,8Z,11Z,14Z-eicosatetraenoyl)-2-nonadecanoyl-glycero-3-phosphocholine CCCCCCCCCCCCCCCCCCC(=O)O[C@H](COC(=O)CCC/C=C\C/C=C\C/C=C\C/C=C\CCCCC)COP(=O)([O-])OCC[N+](C)(C)C